(1S)-2-[4,6-bis(difluoromethyl)-1,3,5-triazin-2-yl]-1-[(1,3-dioxan-5-yl)methyl]-6-methoxy-2,3,4,9-tetrahydro-1H-pyrido[3,4-b]indole FC(C1=NC(=NC(=N1)C(F)F)N1[C@H](C=2NC3=CC=C(C=C3C2CC1)OC)CC1COCOC1)F